COC1=CC=C(C=N1)C(=O)N1CC2=C(N=C(N=C2)C2=NC=CC=C2)CC1 (6-methoxy-3-pyridinyl)-[2-(2-pyridinyl)-7,8-dihydro-5H-pyrido[4,3-d]pyrimidin-6-yl]methanone